O1C(C1)CCN1C(C2=CC=CC=C2C1=O)=O 2-(2-(2-oxiranyl)ethyl)isoindoline-1,3-dione